5-(4-Amino-2,6-dichlorophenoxy)-1-(4-methoxybenzyl)pyridin-2(1H)-one NC1=CC(=C(OC=2C=CC(N(C2)CC2=CC=C(C=C2)OC)=O)C(=C1)Cl)Cl